C1OCC12N(CCC2)C(=O)C2CCC(CC2)C2=C(N(C=1N=CN=C(C12)N)C)C1=C(C=C(C=C1)NC(C(=C)C)=O)C (S)-N-(4-(5-(4-(2-oxa-5-azaspiro[3.4]octane-5-carbonyl)cyclohexan-1-yl)-4-amino-7-methyl-7H-pyrrolo[2,3-d]pyrimidin-6-yl)-3-methylphenyl)methacrylamide